vinyl 2,2-dimethylhexanoate CC(C(=O)OC=C)(CCCC)C